OCC1CCC2(NC3=C(NC2=O)C=NC2=C3C=CN2)CO1 6-(hydroxymethyl)-4',5,6,7'-tetrahydro-2H,4H-spiro[pyran-3,2'-pyrrolo[3',2':5,6]pyrido[3,4-b]pyrazine]-3'(1'H)-one